BrC1=C2CC(NC2=C(C=C1)F)=O 4-bromo-7-fluoroindolin-2-one